ClC1=C(C=CC(=C1)C(F)(F)F)N1CC=2C(CC1)=NN(C2C2=CC(=C(C=C2)NC(C)=O)F)C2=C(C=CC=C2C)OCC(C)C N-(4-(5-(2-chloro-4-(trifluoromethyl)phenyl)-2-(2-isobutoxy-6-methylphenyl)-4,5,6,7-tetrahydro-2H-pyrazolo[4,3-c]pyridin-3-yl)-2-fluorophenyl)acetamide